OC[C@H]1CN(CCO1)C(=O)OC(C)(C)C (R)-tert-butyl 2-(hydroxymethyl)morpholine-4-carboxylate